N-((4,6-dimethyl-2-oxo-1,2-dihydropyridin-3-yl)methyl)-6-methyl-5-(1-morpholinoethyl)-2-(1H-pyrazol-5-yl)indolizine-7-carboxamide CC1=C(C(NC(=C1)C)=O)CNC(=O)C=1C(=C(N2C=C(C=C2C1)C1=CC=NN1)C(C)N1CCOCC1)C